C1(=CC=CC=C1)C(C1=CC=CC=C1)C1=CC=CC=C1 Tri-phenylmethane